9-Methyl-11-(propan-2-yl)-11-azatricyclo[6.2.1.02,7]undeca-2,4,6-triene hydrochloride Cl.CC1C2C3=CC=CC=C3C(C1)N2C(C)C